BrC1=NC2=CN=CC=C2C(=C1F)Br 2,4-dibromo-3-fluoro-1,7-naphthyridine